(2,2,2-Trifluoro-1-methyl-ethyl)amine hydrochloride Cl.FC(C(C)N)(F)F